7-ethyl-1,7-decadiene C(C)C(CCCCC=C)=CCC